ClC1=NC(=NC=C1C#N)N[C@H]1C[C@H](CCC1)N1C=NC=2C1=NC=C(C2)C#N 3-((1S,3R)-3-((4-chloro-5-cyanopyrimidin-2-yl)amino)cyclohexyl)-3H-imidazo[4,5-b]pyridine-6-carbonitrile